C(C)(C)(C)OC(=O)C1=CC=NC2=CC=C(C=C12)N(CCCOS(=O)(=O)C)C 6-(Methyl-(3-((methylsulfonyl)oxy)propyl)amino)quinoline-4-carboxylic acid tert-butyl ester